COC1=CC=C(CN2N=C(C=C2)C2=CC(=CC=N2)C)C=C1 6-(1-(4-methoxybenzyl)-1H-pyrazol-3-yl)-4-methylpyridin